CC1N(CCC(C1)C1=NN(C(=C1)C)C1=CC=C(C=C1)OC(F)(F)F)C(=O)OC(C)(C)C tert-butyl 2-methyl-4-[5-methyl-1-[4-(trifluoromethoxy)phenyl]pyrazol-3-yl]piperidine-1-carboxylate